N-[(6-Amino-2-pyridyl)sulfonyl]-2-(3,3-dimethyl-1-piperidyl)-6-(6-isopropoxy-3-pyridyl)pyridin-3-carboxamid NC1=CC=CC(=N1)S(=O)(=O)NC(=O)C=1C(=NC(=CC1)C=1C=NC(=CC1)OC(C)C)N1CC(CCC1)(C)C